5-(cyclopropylmethyl)-4-(4-cyclopropylphenyl)-2-(2-methyl-2H-indazol-5-yl)-2,5-dihydro-3H-imidazo[4,5-c]pyridazin-3-one C1(CC1)CN1C=NC2=NN(C(C(=C21)C2=CC=C(C=C2)C2CC2)=O)C2=CC1=CN(N=C1C=C2)C